CN[C@@H]1CN(CC1)C1=NC(N(C2=CC(=CC=C12)C(F)(F)F)C1=C(C=CC=C1)C)=O (S)-4-(3-(methylamino)pyrrolidin-1-yl)-1-(o-tolyl)-7-(trifluoromethyl)-quinazolin-2(1H)-one